FC1=C(C=CC(=C1)N1CCCC1)C1=CC(=NC2=C(N=CC=C12)C1=CC=NN1)N1[C@@H](COCC1)C 4-[2-fluoro-4-(pyrrolidin-1-yl)phenyl]-2-[(3R)-3-methylmorpholin-4-yl]-8-(1H-pyrazol-5-yl)-1,7-naphthyridine